N2-isobutyryl-2'-benzoyl-guanosine C(C(C)C)(=O)NC=1NC(C=2N=CN([C@H]3[C@](O)([C@H](O)[C@@H](CO)O3)C(C3=CC=CC=C3)=O)C2N1)=O